C(#N)C=1C(=CC(=NC1N1[C@H](CC1)C)N1C[C@@H]2C([C@@H]2C1)[C@H](C(=O)O)C)C(F)(F)F (R)-2-((1R,5S,6R)-3-(5-cyano-6-((S)-2-methylazetidine-1-yl)-4-(trifluoromethyl)pyridin-2-yl)-3-azabicyclo[3.1.0]hexan-6-yl)propionic acid